CN1N=CC(=C1)C=1C=C(C(=O)NC=2N(C=C(N2)CCCCCCN2C(CCC2)=O)C2=CC=CC=C2)C=CC1 3-(1-methyl-1H-pyrazol-4-yl)-N-(4-(6-(2-oxopyrrolidin-1-yl)hexyl)-1-phenyl-1H-imidazol-2-yl)benzamide